IC1=C2N=C(NC2=NC=N1)C1=CC=CC=C1 6-iodo-8-phenyl-9H-purine